(R)-N,6-dimethyl-4,5,6,7-tetrahydrothiazolo[5,4-c]pyridin-2-amine 2,2,2-trifluoroacetate FC(C(=O)O)(F)F.CNC=1SC=2CN[C@@H](CC2N1)C